C(C)(C)(C)OC(N[C@@H]1C[C@@H](CCC1)CN1C(C2=CC(=C(C=C2C=C1)C1=NC=C(C=N1)OC)F)=O)=O.BrC1=NC=C(C(=C1)C)[Ge](C)(C)C 2-bromo-4-methyl-5-(trimethylgermyl)pyridine tert-butyl-N-[(1S,3R)-3-[[7-fluoro-6-(5-methoxypyrimidin-2-yl)-1-oxo-2-isoquinolyl]methyl]cyclohexyl]carbamate